BrC1=CN(C(C2=CN=C(C=C12)C1COC1)=O)C 4-bromo-2-methyl-6-(oxetan-3-yl)-2,7-naphthyridin-1-one